copper-gallium-indium [In].[Ga].[Cu]